(dl)-2-chloro-4-nitrophenol ClC1=C(C=CC(=C1)[N+](=O)[O-])O